ClC=1C=C(C=CC1F)NC(N([C@@H](C)C1=CNC(C2=CC=CC=C12)=O)CC(=O)N)=O (S)-2-(3-(3-chloro-4-fluorophenyl)-1-(1-(1-oxo-1,2-dihydroisoquinolin-4-yl)ethyl)ureido)acetamide